OC1(CC(C1)C(=O)N1CC2(C1)CCC(CC2)C2=CC=CC=1N2N=CC1)C ((1s,3s)-3-Hydroxy-3-methylcyclobutyl)(7-(pyrazolo[1,5-a]pyridin-7-yl)-2-azaspiro[3.5]nonan-2-yl)methanone